N-{2-fluoro-3-[6-oxo-4-(trifluoromethyl)-1,6-dihydropyrimidin-2-yl]-4-(trifluoromethyl)benzyl}-1-[3-(trifluoromethoxy)phenyl]piperidine-4-carboxamide FC1=C(CNC(=O)C2CCN(CC2)C2=CC(=CC=C2)OC(F)(F)F)C=CC(=C1C=1NC(C=C(N1)C(F)(F)F)=O)C(F)(F)F